N-(3-(6-(4-methoxybut-1-yn-1-yl)-5-morpholinopyridin-3-yl)-4-methylphenyl)-2-(trifluoromethyl)isonicotinamide COCCC#CC1=C(C=C(C=N1)C=1C=C(C=CC1C)NC(C1=CC(=NC=C1)C(F)(F)F)=O)N1CCOCC1